4-Chloro-3'-(((1-oxo-2-(pyridin-3-ylmethyl)isoindolin-5-yl)oxy)methyl)-[1,1'-biphenyl]-3-carboxylic acid ClC1=C(C=C(C=C1)C1=CC(=CC=C1)COC=1C=C2CN(C(C2=CC1)=O)CC=1C=NC=CC1)C(=O)O